OCCOC=1C=C(CNCCCCOCCOC2=C3C=NNC3=CC(=C2)C=2C=C(N=NC2)O)C=C(C1)OC(F)(F)F 5-(4-(2-(4-((3-(2-hydroxyethoxy)-5-(trifluoromethoxy)benzyl)amino)butoxy)ethoxy)-1H-indazol-6-yl)pyridazin-3-ol